C(C)CC(CC(=O)[O-])=O.C(C)CC(CC(=O)[O-])=O.C(C)CC(CC(=O)[O-])=O.C(C)CC(CC(=O)[O-])=O.[Zr+4] zirconium (IV) tetra(ethylacetoacetate)